CC1C(C(=CC=N1)NC1(CC1)C)=O 6-methyl-4-((1-methylcyclopropyl)amino)-5-oxo-5,6-dihydropyridin